(E)-5-(3-(cyclopropylmethoxy)-4-(difluoromethoxy)styryl)-1-(difluoro-methyl)pyridin-2(1H)-one C1(CC1)COC=1C=C(/C=C/C=2C=CC(N(C2)C(F)F)=O)C=CC1OC(F)F